FC(C=1C=C(C=CC1)NC1=NC(=NC(=N1)NC1=CC(=NC=C1)C(F)(F)F)Cl)(F)F N-(3-(trifluoromethyl)phenyl)-N'-(2-(trifluoromethyl)pyridin-4-yl)-6-chloro-[1,3,5]triazine-2,4-diamine